(2S)-1-(5-bromopyrimidine-2-carbonyl)pyrrolidine-2-carboxylic acid BrC=1C=NC(=NC1)C(=O)N1[C@@H](CCC1)C(=O)O